COC1=CC=C(C=C1)CN1C(N(CCC1=O)C1=CN=CC2=C(C=CC=C12)N1[C@@H]2CN([C@H](C1)C2)C(=O)OC(C)(C)C)=O tert-butyl (1S,4S)-5-[4-[3-[(4-methoxyphenyl)methyl]-2,4-dioxo-hexahydropyrimidin-1-yl]-8-isoquinolyl]-2,5-diazabicyclo[2.2.1]heptane-2-carboxylate